CC1=C(C=CC(=C1)O)C(C1=C(C=C(C=C1)O)C)C1=C(C=C(C=C1)O)C 1,1,1-tris(2-methyl-4-hydroxyphenyl)-methane